phenylsulfonyl-1H-pyrrolo[2,3-b]pyridine C1(=CC=CC=C1)S(=O)(=O)N1C=CC=2C1=NC=CC2